N[C@@H](C)C=1N(S(C2=C(C1)C=CC=C2Cl)(=O)=O)CC2=CC=CC=C2 (S)-3-(1-aminoethyl)-2-benzyl-8-chloro-2H-benzo[e][1,2]thiazine 1,1-Di-oxide